methyl 1-[(1R)-2-(tert-butoxycarbonylamino)-1-methyl-ethyl]-5-(hydroxymethyl)pyrazole-3-carboxylate C(C)(C)(C)OC(=O)NC[C@@H](C)N1N=C(C=C1CO)C(=O)OC